C1(=CC=CC=C1)S(=O)(=O)NC(C(=O)N)CC 2-(phenylsulfonamido)butanamide